ClC1=CC(=C(C(=C1)C)C1=CC=C(N=N1)CN[C@H]1CN(CC1)C(C)=O)O (R)-1-(3-(((6-(4-Chloro-2-hydroxy-6-methylphenyl)pyridazin-3-yl)methyl)amino)pyrrolidin-1-yl)ethan-1-one